C(C)OC=1C=C(C=2N(C1)N=C1C2C=NN1)C=1C=CC(=NC1)N1C[C@@H]([C@@H](CC1)C=1C(=C(C(=O)N)C=CC1)C(F)(F)F)O (3R,4S)-(1-(5-(6-ethoxy-1H-pyrazolo[3',4':3,4]pyrazolo[1,5-a]pyridine-4-yl)pyridin-2-yl)-3-hydroxypiperidin-4-yl)-2-trifluoromethylbenzamide